methyl 5-[[4-[((trans)-4-cyanotetrahydropyran-3-yl) amino]-5-methyl-pyrimidin-2-yl] amino]-2-(5,5-dimethyl-1,3,2-dioxaborolan-2-yl)-3-methyl-benzoate C(#N)[C@H]1[C@@H](COCC1)NC1=NC(=NC=C1C)NC=1C=C(C(=C(C(=O)OC)C1)B1OC(CO1)(C)C)C